C(#N)C1=CC(=C(COC2=CC=CC(=N2)C2CCN(CC2)CC2=NC3=C(N2C[C@@H]2OCC2)C=CC=C3)C=C1)F 2-[(4-{6-[(4-Cyano-2-fluorobenzyl)oxy]pyridin-2-yl}piperidin-1-yl)methyl]-1-[(2R)-oxetan-2-ylmethyl]-1H-benzimidazol